FC=1C=C2C(=CC(=NC2=CC1)C1=CC=C(C=C1)C1=CC=C(C=C1)OC(C)C)C(=O)O 6-fluoro-2-(4'-isopropoxy-[1,1'-biphenyl]-4-yl)quinoline-4-carboxylic acid